OC=1C=C(C=CC1O)\C=C\C(=O)C1=CC=CC=C1 3,4-dihydroxychalcone